C(C)N1N=NC2=C1C=CC(=C2C)[C@@H](CC(=O)OCC)C2=NC(=C(C=C2)C)CO |r| (R/S)-Ethyl 3-(1-ethyl-4-methyl-1H-benzo[d][1,2,3]triazol-5-yl)-3-(6-(hydroxymethyl)-5-methylpyridin-2-yl)propanoate